N[C@@H](C(=O)N1[C@@H](CC1)C(=O)NCC1=CC=C(C=C1)C(N)=N)C1=CC=CC=C1 (S)-1-((R)-2-amino-2-phenylacetyl)-N-(4-carbamimidoylbenzyl)azetidine-2-carboxamide